NC1=C(C(=NC(=C1)C1=C(C(=CC=C1)Cl)Cl)CO)N1CC(CC1)N (4-amino-3-(3-aminopyrrolidin-1-yl)-6-(2,3-dichlorophenyl)pyridin-2-yl)methanol